S(C)(=O)(=O)O.ClC1=C(O[C@@H]2CCC(NC2)=O)C=C(C(=C1)C1=NOC(=N1)C=1N=C2N(C=C(C=C2Cl)C(F)(F)F)C1)Cl (R)-5-(2,5-dichloro-4-(5-(8-chloro-6-(trifluoromethyl)imidazo[1,2-a]pyridin-2-yl)-1,2,4-oxadiazol-3-yl)phenoxy)piperidin-2-one mesylate